FCCCN1CC(C1)=CC1=CC=C(C=C1)C1=C(CCCC2=C1C=CC(=C2)C(=O)O)C2=C(C=C(C=C2C)OC)C 9-(4-((1-(3-fluoropropyl)azetidin-3-ylidene)methyl)phenyl)-8-(4-methoxy-2,6-dimethylphenyl)-6,7-dihydro-5H-benzo[7]annulene-3-carboxylic acid